ClC1=NC=C(C(=O)NC([2H])([2H])[2H])C(=C1)NC1=CN(C2=C1C(N(C=C2)CC(F)(F)F)=O)C 6-Chloro-N-(methyl-d3)-4-((1-methyl-4-oxo-5-(2,2,2-trifluoroethyl)-4,5-dihydro-1H-pyrrolo[3,2-c]pyridin-3-yl)amino)nicotinamide